ClC1=C(C=CC(=C1)OC1=CC=CC=C1)C(=O)C1=CNC=2N=CN=C(C21)N[C@H]2CNCCC2 (R)-(2-chloro-4-phenoxyphenyl)(4-(piperidin-3-ylamino)-7H-pyrrolo[2,3-d]pyrimidin-5-yl)methanone